The molecule is an azaarene that is anthracene in which the carbon atoms at positions 9 and 10 are replaced by nitrogen atoms. It is a mancude organic heterotricyclic parent, a heteranthrene, a polycyclic heteroarene, a member of phenazines and an azaarene. C1=CC=C2C(=C1)N=C3C=CC=CC3=N2